5-(4-Fluorophenyl)-2,6-dimethyl-4-oxo-1,4-dihydropyridine-3-carboxylic acid FC1=CC=C(C=C1)C=1C(C(=C(NC1C)C)C(=O)O)=O